N-(2-(dimethylamino)ethyl)-5-[18F]fluoropicolinamide CN(CCNC(C1=NC=C(C=C1)[18F])=O)C